CC1=CC=2N(C=3C=C(C=CC3C2C=N1)C=1C=CC(=NC1)N1CC(C1)OC1CCN(CC1)CCCCCOC=1C=C2C(N(C(C2=CC1)=O)C1C(NC(CC1)=O)=O)=O)C 5-((5-(4-((1-(5-(3,5-dimethyl-5H-pyrido[4,3-b]indol-7-yl)pyridin-2-yl)azetidin-3-yl)oxy)piperidin-1-yl)pentyl)oxy)-2-(2,6-dioxopiperidin-3-yl)isoindoline-1,3-dione